C(C1=CC=CC=C1)OC(=O)NCCC1CCN(CC1)C(=O)OC(C)(C)C Tert-Butyl 4-(2-(((Benzyloxy)Carbonyl)Amino)Ethyl)Piperidine-1-Carboxylate